(S)-β-amino-5-hexenoic acid N[C@H](CC(=O)O)CC=C